Thioxanthone oxime benzenesulfonate C1(=CC=CC=C1)S(=O)(=O)O.C1=CC=CC=2SC3=CC=CC=C3C(C12)=NO